C(C)C(C(=O)O)CC L-2-ethyl-butyric acid